4-(4-amino-7-bromo-1-methyl-2-(2-methyl-4-nitrophenyl)-1H-pyrrolo[3,2-c]pyridin-3-yl)-N-isobutyl-2-methoxybenzamide NC1=NC=C(C2=C1C(=C(N2C)C2=C(C=C(C=C2)[N+](=O)[O-])C)C2=CC(=C(C(=O)NCC(C)C)C=C2)OC)Br